2-[5,6-difluoro-2-[[6-methoxy-5-[3-(trimethylammonio)azetidine-1-carbonyl]-1,3-benzothiazol-2-yl]methylcarbamoyl]indan-2-yl]acetate FC=1C=C2CC(CC2=CC1F)(C(NCC=1SC2=C(N1)C=C(C(=C2)OC)C(=O)N2CC(C2)[N+](C)(C)C)=O)CC(=O)[O-]